CC1=NC2=C(N1)C=C(C=C2C(=O)O)C2=CC=C(C=C2)C2=CC(=CC=C2)CN2CCC(CC2)C 2-methyl-6-(3'-((4-methylpiperidin-1-yl)methyl)-[1,1'-biphenyl]-4-yl)-1H-benzo[d]imidazole-4-carboxylic acid